N-[[4-[5-(difluoromethyl)-1,3,4-oxadiazol-2-yl]-2-fluoro-phenyl]methyl]-1-imino-1-oxo-N-(3-pyridyl)-1,4-thiazinan-4-carboxamide FC(C1=NN=C(O1)C1=CC(=C(C=C1)CN(C(=O)N1CCS(CC1)(=O)=N)C=1C=NC=CC1)F)F